N[C@@H](CC(C)C)C(=O)[O-].[K+] potassium leucine salt